FC=1C=C(C=CC1F)C1=NC2=C(N1)C(=CC=C2OC)OC 2-(3,4-difluorophenyl)-4,7-dimethoxy-1H-benzo[d]imidazole